4-(trifluoromethoxy)-1-fluorobenzene FC(OC1=CC=C(C=C1)F)(F)F